OCCOC1=CC=C(C(=O)O)C=C1 p-(β-hydroxyethoxy)benzoic acid